dimethylammonium hydroiodide I.C[NH2+]C